[C@@H]1([C@H](O)[C@H](O)[C@H](O1)CO)N1CC(C(=O)[O-])=CC=C1 1-(beta-D-ribofuranosyl)nicotinate